OC(C)C1C2CC(C(C1)C2)N=C=S exo-2-(1-hydroxyethyl)-5-isothiocyanatonorbornane